BrC1=C(C(=CC(=C1)C(C(F)(F)F)(C(C(F)(F)F)(F)F)F)OC(F)(F)F)NC(C1=C(C(=CC=C1)N(C(C1=CC=C(C=C1)F)=O)O)F)=O N-(2-bromo-4-(perfluorobutan-2-yl)-6-(trifluoromethoxy)phenyl)-2-fluoro-3-((hydroxy)(4-fluorobenzoyl)amino)benzamide